(R)-4-amino-N-(1-(naphthalen-1-yl)ethyl)-2-(pyrrolidine-1-carbonyl)benzamide 2,2,2-trifluoroacetate FC(C(=O)O)(F)F.NC1=CC(=C(C(=O)N[C@H](C)C2=CC=CC3=CC=CC=C23)C=C1)C(=O)N1CCCC1